COC(CNC(=O)C1=CC(=NN1)COC)OC N-(2,2-dimethoxyethyl)-3-(methoxymethyl)-1H-pyrazole-5-carboxamide